Cl.NC1=C2N(C(N(C2=NC=N1)[C@H]1[C@H](CN(CC1)C1CCNCC1)F)=O)C1=CC=C(C=C1)OC1=CC=CC=C1 |o1:11,12| Rel-6-amino-9-[(3S,4R)-3-fluoro-[1,4'-bipiperidin]-4-yl]-7-(4-phenoxyphenyl)purin-8-one hydrochloride